COC(=O)NC1=CC=C(C(=O)O)C=C1 4-[(methoxycarbonyl)amino]benzoic acid